rac-(1R,2R,4S,5R,6S)-N-(2-fluoro-3-(trifluoromethyl)phenyl)-6-hydroxy-4-(2-methoxypyridin-4-yl)-8-oxatricyclo[3.2.1.02,4]octane-2-carboxamide FC1=C(C=CC=C1C(F)(F)F)NC(=O)[C@]12[C@H]3C[C@@H]([C@@H]([C@@]2(C1)C1=CC(=NC=C1)OC)O3)O |r|